CC1=CC=C(C=C1)CC(C#C)O (4-methylphenyl)-3-butyn-2-ol